6-(2-hydroxy-2-methylpropoxy)-4-(6-(3-(p-tolyloxy)azetidin-1-yl)pyridin-3-yl)pyrazolo[1,5-a]pyridine-3-carbonitrile OC(COC=1C=C(C=2N(C1)N=CC2C#N)C=2C=NC(=CC2)N2CC(C2)OC2=CC=C(C=C2)C)(C)C